O=C1N(C=C(C(N1C1=NC=CC=C1)=O)C(=O)O)C(C)C 2,4-dioxo-1-(propan-2-yl)-3-(pyridin-2-yl)-1,2,3,4-tetrahydropyrimidine-5-carboxylic acid